C(C)(C)(C)C=1C=C(C(=CC1O)C)C(CCC)C=1C(=CC(=C(C1)C(C)(C)C)O)C 6,6'-di-t-butyl-4,4'-butylidenebis(m-cresol)